5'-E-vinyl phosphonate (E-Vinylphosphonate) C(=C)P(O)(O)=O.P(OC=C)(O)=O